Cl.OC1CC(N(C1)C)C(=O)N 4-hydroxy-1-methylpyrrolidine-2-carboxamide hydrochloride